4-bromo-3-fluoro-2-methylbenzonitrile BrC1=C(C(=C(C#N)C=C1)C)F